C(C)(C)(C)OC([C@H](CC(=O)O)NC(=O)OC(C)(C)C)=O (S)-4-(tert-butoxy)-3-((tert-butoxycarbonyl)amino)-4-oxobutanoic acid